tert-butyl (S)-(6-(2-((tert-butoxycarbonyl)amino)propyl)-7-hydroxythieno[3,2-c]pyridazin-4-yl)(thiophen-2-ylmethyl)carbamate C(C)(C)(C)OC(=O)N[C@H](CC1=C(C=2N=NC=C(C2S1)N(C(OC(C)(C)C)=O)CC=1SC=CC1)O)C